(+/-)-trans-3-methoxy-4-((3-(methylcarbamoyl)-7-(trifluoromethyl)thieno[3,2-b]pyridin-5-yl)oxy)pyrrolidine-1-carboxylic acid tert-butyl ester C(C)(C)(C)OC(=O)N1C[C@H]([C@@H](C1)OC1=CC(=C2C(=N1)C(=CS2)C(NC)=O)C(F)(F)F)OC |r|